(S)-9-amino-11-butyl-4-ethyl-4-hydroxy-1,12-dihydro-14H-pyrano[3',4':6,7]indolizino[1,2-b]quinoline-3,14(4H)-dione NC1=CC=2C(=C3C(=NC2C=C1)C1=CC2=C(C(N1C3)=O)COC([C@]2(O)CC)=O)CCCC